(2S,5R)-4-acryloyl-2,5-dimethylpiperazin C(C=C)(=O)N1C[C@@H](NC[C@H]1C)C